N=1NN=C(C1)C1=C(NC=C1)C1=C(C=2C=CNC2C=C1)C(=O)NC(C)(C)C 5-(3-(2H-1,2,3-triazol-4-yl)-1H-pyrrol-2-yl)-N-(tert-butyl)-1H-indole-4-carboxamide